NC1=C(C2=C(S1)C(C(CC2)(CCCO)CC2CC2)=O)C(=O)O 2-Amino-6-(cyclopropylmethyl)-6-(3-hydroxypropyl)-7-oxo-4,5,6,7-tetrahydrobenzo[b]thiophene-3-carboxylic acid